BrC1=C(C=C(NC1=O)C(=O)OC)C Methyl 5-bromo-4-methyl-6-oxo-1,6-dihydropyridine-2-carboxylate